4-(furo[3,2-c]pyridin-4-yl)-N-[(tetrahydrofuran-3-yl)methyl]benzamide tert-butyl-(R)-(2-(5-(1-aminoethyl)thiophen-2-yl)benzyl)(methyl)carbamate C(C)(C)(C)OC(N(C)CC1=C(C=CC=C1)C=1SC(=CC1)[C@@H](C)N)=O.O1C=CC=2C(=NC=CC21)C2=CC=C(C(=O)NCC1COCC1)C=C2